(6aR,10aR)-6,6,9-trimethyl-3-pentyl-6a,7,8,10a-tetrahydro-6H-benzo[c]chromen CC1(OC2=CC(=CC=C2[C@H]2[C@H]1CCC(=C2)C)CCCCC)C